(2-chloro-4-(1-phenyl-1H-imidazol-4-ylamino)thieno[3,2-d]pyrimidin-6-yl)methanol ClC=1N=C(C2=C(N1)C=C(S2)CO)NC=2N=CN(C2)C2=CC=CC=C2